C(C)C1(C(OC2=C1C=CC=C2F)[2H])C 3-ethyl-7-fluoro-3-methyl-2,3-dihydrobenzofuran-2-d